3-(3-(4-(3-bromophenyl)piperazin-1-yl)-3-oxopropyl)-8-methyl-3,5-dihydro-4H-pyrimido[5,4-b]indol-4-one BrC=1C=C(C=CC1)N1CCN(CC1)C(CCN1C=NC2=C(NC=3C=CC(=CC23)C)C1=O)=O